N-[1-[[2-chloro-5-[3-(cyclopropylmethyl)phenyl]phenyl]methyl]-2-[4-(4-methyl-1,2,4-triazol-3-yl)anilino]-2-oxo-ethyl]-2-methyl-pyrazole-3-carboxamide ClC1=C(C=C(C=C1)C1=CC(=CC=C1)CC1CC1)CC(C(=O)NC1=CC=C(C=C1)C1=NN=CN1C)NC(=O)C=1N(N=CC1)C